tert-butyl ((7-(difluoromethyl)-3-oxoisoindolin-5-yl)methyl)(1-methylcyclobutyl)carbamate FC(C=1C=C(C=C2C(NCC12)=O)CN(C(OC(C)(C)C)=O)C1(CCC1)C)F